COC=1C2=C(N=C(N1)N[C@H]1COCCC1)NC=C2C2=CC=1N(C=C2)N=CC1 (R)-4-methoxy-5-(pyrazolo[1,5-a]pyridin-5-yl)-N-(tetrahydro-2H-pyran-3-yl)-7H-pyrrolo[2,3-d]pyrimidin-2-amine